2-Vinyl-Benzoic Acid C(=C)C1=C(C(=O)O)C=CC=C1